BrC1=NN(C=C1CC=1N=C2N(C=C(C=C2)N2C(CCC2)=O)C1)C 1-(2-((3-bromo-1-methyl-1H-pyrazol-4-yl)methyl)imidazo[1,2-a]pyridine-6-yl)pyrrolidin-2-one